6-Benzyl-2,6-diazaspiro[3.5]nonane-5,7-dione C(C1=CC=CC=C1)N1C(C2(CNC2)CCC1=O)=O